tert-Butyl N-tert-butoxycarbonyl-N-(2,4-difluoro-3-methyl-5-nitro-phenyl)carbamate C(C)(C)(C)OC(=O)N(C(OC(C)(C)C)=O)C1=C(C(=C(C(=C1)[N+](=O)[O-])F)C)F